C(C)(C)OC(C[C@@H]1C[C@H](CC1)OC(C1=CC=C(C=C1)[N+](=O)[O-])=O)=O.C1(=CC=CC=C1)[B-](C1=CC=CC=C1)(C1=CC=CC=C1)C1=CC=CC=C1.C(C)P(CC)CC |r| triethylphosphine tetraphenyl-borate (±)-trans-3-(2-isopropoxy-2-oxoethyl)cyclopentyl-4-nitrobenzoate